(R)-3,4-dibutyl-2-(5,6,7,8-tetrahydro-9H-pyrido[2,3-b]indol-9-yl)isoquinolin-1(2H)-one C(CCC)C=1N(C(C2=CC=CC=C2C1CCCC)=O)N1C2=C(C=3CCCCC13)C=CC=N2